C(C)(C)C(C(C(=O)O)(O)C(C)C)(O)C(=O)O.C(C)(C)(C)OC(=O)N[C@@H](CCO)C1=CC=CC=C1 (S)-3-(tert-butoxycarbonyl)amino-3-phenylpropanol (+)-diisopropyl-tartrate